BrC=1C(=C(OC2OCCCC2)C=CC1)F 2-(3-bromo-2-fluoro-phenoxy)tetrahydropyran